COC(C[C@H]1[C@H](C(CC1)=O)CCCC)=O cis-methyl-3-oxo-2-butylcyclopentanacetate